P(OC1=C(C=C(C=C1)C(C)(C)CC)C(C)(C)CC)(OC1=C(C=C(C=C1)C(C)(C)CC)C(C)(C)CC)OC1=C(C=C(C=C1)C(C)(C)CC)C(C)(C)CC tris(2,4-di-tert-amylphenyl) phosphite